BrCC(CP(OCC)(OCC)=O)(CP(OCC)(OCC)=O)CP(=O)(OCC)OCC tetraethyl (2-(bromomethyl)-2-((diethoxyphosphoryl)methyl) propane-1,3-diyl)bis(phosphonate)